3-(1,3-dithiolan-2-yl)-5-fluoro-4-(4-methoxyphenylmethoxy)aniline S1C(SCC1)C=1C=C(N)C=C(C1OCC1=CC=C(C=C1)OC)F